ClC=1C=C(NC(C(C(=O)[O-])(OC)F)=O)C=C(C1)Cl 3-(3,5-dichloroanilino)-2-fluoro-2-methoxy-3-oxo-propionate